C(CCCCC)OC(CCCCCCCBr)=O 8-bromooctanoic acid hexyl ester